C(C(=C)C)(=O)N.N[C@@H](CC1=CNC2=CC=CC=C12)C(=O)O L-tryptophan-methacrylamide